C(C#C)OCCC 3-(prop-2-yn-1-yloxy)propane